C(CCCCCCCCCCCCCCCCCCCCC)SCCCCCCCCCCCCCCCCCCCCCC docosyl sulfide